2-(2-(cyclopropanesulfonylamino)thiazol-4-yl)-2-methyl-N-(6-phenylpyridin-3-yl)propanamide C1(CC1)S(=O)(=O)NC=1SC=C(N1)C(C(=O)NC=1C=NC(=CC1)C1=CC=CC=C1)(C)C